NC1=C(C=C(C=C1)S(=O)(=O)NC1(CC1)C)NC=1SC(=NN1)C 4-amino-N-(1-methylcyclopropyl)-3-[(5-methyl-1,3,4-thiadiazol-2-yl)amino]benzenesulfonamide